trans-beta-styrenesulfonyl chloride C(=C\C1=CC=CC=C1)/S(=O)(=O)Cl